methyl (2S,4S)-4-hydroxy-1-trityl-pyrrolidine-2-carboxylate O[C@H]1C[C@H](N(C1)C(C1=CC=CC=C1)(C1=CC=CC=C1)C1=CC=CC=C1)C(=O)OC